2-(1-(1H-imidazole-1-carbonyl)piperidin-4-ylidene)-2-(5-chloropyridin-2-yl)acetonitrile N1(C=NC=C1)C(=O)N1CCC(CC1)=C(C#N)C1=NC=C(C=C1)Cl